C(CCC)OCC1=NOC(C1=CC=1SC(=CC1)N(C)C)=O 3-(butoxymethyl)-4-((5-(dimethylamino)thiophen-2-yl)methylene)isoxazol-5(4H)-one